NC1=C(C=C(C=N1)NC(C(=O)N1[C@H](CC[C@@H](C1)C)C1=CC(=C(C=C1)F)O)=O)C N-(6-amino-5-methyl-3-pyridyl)-2-[(2R,5S)-2-(4-fluoro-3-hydroxy-phenyl)-5-methyl-1-piperidyl]-2-oxo-acetamide